C(C)(CC)C1=CC=C(CCC2CCN(CC2)S(=O)(=O)C=2C=C(N(C2)C)C(=O)OC)C=C1 methyl 4-((4-(4-(sec-butyl)phenethyl)piperidin-1-yl)sulfonyl)-1-methyl-1H-pyrrole-2-carboxylate